ClC=1C=C2C=CN=C(C2=CN1)O 6-chloro-2,7-naphthyridin-1-ol